1,5-anhydro-2,3-dideoxy-3-(((7-(3-fluoro-4-((4-(methylsulfanyl)benzyl)-carbamoyl)benzyl)-4-methoxy-2,3-dihydro-1-benzofuran-5-yl)carbonyl)amino)-L-threo-pentitol FC=1C=C(CC2=CC(=C(C=3CCOC32)OC)C(=O)N[C@H]3CCOC[C@@H]3O)C=CC1C(NCC1=CC=C(C=C1)SC)=O